1,2,3,6-tetra-O-acetyl-D-galactopyranose C(C)(=O)OC1[C@H](OC(C)=O)[C@@H](OC(C)=O)[C@@H](O)[C@H](O1)COC(C)=O